(2S)-2-({5-[2-(2,4-diamino-6-oxo-1,6-dihydropyrimidin-5-yl)acetamido]-6-phenoxypyridin-2-yl}formamido)pentanedioic acid NC=1NC(C(=C(N1)N)CC(=O)NC=1C=CC(=NC1OC1=CC=CC=C1)C(=O)N[C@H](C(=O)O)CCC(=O)O)=O